C1N(CCC2=CC=CC=C12)C[C@H](CN1CCOC2=C(C1=O)C=CC(=C2)OCC(=O)N(CC)CC)O 2-[[4-[(2R)-3-(3,4-dihydro-1H-isoquinolin-2-yl)-2-hydroxy-propyl]-5-oxo-2,3-dihydro-1,4-benzoxazepin-8-yl]oxy]-N,N-diethyl-acetamide